CCCCCCC/C=C\\CCCCCCCC(=O)SCCNC(=O)CCNC(=O)[C@@H](C(C)(C)COP(=O)(O)OP(=O)(O)OC[C@@H]1[C@H]([C@H]([C@@H](O1)N2C=NC3=C(N=CN=C32)N)O)OP(=O)(O)O)O The molecule is an unsaturated fatty acyl-CoA that results from the formal condensation of the thiol group of coenzyme A with the carboxy group of (9Z)-heptadecenoic acid. It is a long-chain fatty acyl-CoA, an 11,12-saturated fatty acyl-CoA and a monounsaturated fatty acyl-CoA. It is a conjugate acid of a (9Z)-heptadecenoyl-CoA(4-).